5-fluoro-N-(3-methylpyridin-4-yl)-4-(3-oxo-5,6,7,8-tetrahydro[1,2,4]triazolo[4,3-a]pyridin-2(3H)-yl)-2-{[(2S)-1,1,1-trifluoroprop-2-yl]oxy}benzamide FC=1C(=CC(=C(C(=O)NC2=C(C=NC=C2)C)C1)O[C@H](C(F)(F)F)C)N1N=C2N(CCCC2)C1=O